2-cyclopentyl-1-(2-(piperazin-1-yl)-7,8-dihydropyrido[4,3-d]pyrimidin-6(5H)-yl)ethan-1-one C1(CCCC1)CC(=O)N1CC2=C(N=C(N=C2)N2CCNCC2)CC1